OC(COC(C=C)=O)COCCC[Si](O[Si](C)(C)C)(O[Si](C)(C)C)C.C(C)C1=C(N)C(=CC=C1)CC 2,6-diethyl-aniline [2-hydroxy-3-[3-[methyl-bis(trimethylsilyloxy)silyl]propoxy]propyl]prop-2-enoate